OC(=O)C(F)(F)F.NCCN1C(N(CC1)C=1N=C2C(=NC1)N(C(C(=C2)C(=O)NCC2=CC=C(C=C2)Cl)=O)CC(=O)N2CC(C2)(C)F)=O 2-[3-(2-aminoethyl)-2-oxoimidazolidin-1-yl]-N-[(4-chlorophenyl)methyl]-5-[2-(3-fluoro-3-methylazetidin-1-yl)-2-oxoethyl]-6-oxo-5,6-dihydropyrido[2,3-b]pyrazine-7-carboxamide-TFA salt